3-[5-[(1S)-1-(3,5-dimethylpyridazin-4-yl)ethoxy]-1-tetrahydropyran-2-yl-indazol-3-yl]-5-morpholino-benzonitrile CC=1N=NC=C(C1[C@H](C)OC=1C=C2C(=NN(C2=CC1)C1OCCCC1)C=1C=C(C#N)C=C(C1)N1CCOCC1)C